N1C=NC2=C1C=C(C=C2)N2C(COC[C@@H]2C2=CC=C(C=C2)OCCC)=O (S)-4-(1H-Benzo[d]imidazol-6-yl)-5-(4-propoxyphenyl)morpholin-3-on